CC1=NC(=NO1)C1=CC=C2C=CN=C(C2=C1)NCCN1CC=2N(CC1)N=C(C2)C(=O)OCC ethyl 5-[2-[[7-(5-methyl-1,2,4-oxadiazol-3-yl)-1-isoquinolyl]amino]ethyl]-6,7-dihydro-4H-pyrazolo[1,5-a]pyrazine-2-carboxylate